COC(=O)C=1NC(C=2C=CC=NC2C1)=O 5-oxo-5,6-dihydro-[1,6]Naphthyridine-7-carboxylic acid methyl ester